Diethyl (4-bromo-2,6-difluorobenzyl)phosphonate BrC1=CC(=C(CP(OCC)(OCC)=O)C(=C1)F)F